Cl.ClC=1C(=C(C(=CC1)F)[C@@H](N)C12CCC(CC1)(C2)F)F (S)-(3-chloro-2,6-difluorophenyl)(4-fluorobicyclo[2.2.1]heptan-1-yl)methanamine hydrochloride